BrC(C=1OC2=C(N1)C=C(C=C2)Cl)(F)F 2-(bromodifluoromethyl)-5-chlorobenzoxazole